(2-ethylhexyl) (p-nonylphenyl) phosphite P(OCC(CCCC)CC)(OC1=CC=C(C=C1)CCCCCCCCC)[O-]